Isoamyl butyrate (ISOAMYL BUTYRATE) C(CC(C)C)C(C(=O)O)CC.C(CCC)(=O)OCCC(C)C